5,7,8-naphthalenetricarboxylic acid C1=CC=CC=2C(=CC(=C(C12)C(=O)O)C(=O)O)C(=O)O